FC1(CN(C1)CC1=CC(=C2C=NC(C2=C1)=O)C(F)(F)F)F 6-((3,3-difluoroazetidin-1-yl)methyl)-4-(trifluoromethyl)isoindol-1-one